[7-[1-(2,6-Dioxopiperidin-3-yl)-3-methyl-2-oxo-1,3-benzodiazol-4-yl]hept-6-yn-1-yl]carbamic acid tert-butyl ester C(C)(C)(C)OC(NCCCCCC#CC1=CC=CC=2N(C(N(C21)C)=O)C2C(NC(CC2)=O)=O)=O